N12CCCCCC2=NCCC1 1,8-diazabicyclo[5.4.0]undecan-7-ene